4,4'-Diamino-1,1'-binaphthyl NC1=CC=C(C2=CC=CC=C12)C1=CC=C(C2=CC=CC=C12)N